(2S,5R)-1-(hydroxymethyl)-2-isopropyl-5-methyl-cyclohexanecarboxylic acid OCC1([C@@H](CC[C@H](C1)C)C(C)C)C(=O)O